(S)-1-(2-(8-amino-1-(2-methyl-4-phenoxybenzoyl)imidazo[1,5-a]pyrazin-3-yl)pyrrolidin-1-yl)but-2-yn-1-one NC=1C=2N(C=CN1)C(=NC2C(C2=C(C=C(C=C2)OC2=CC=CC=C2)C)=O)[C@H]2N(CCC2)C(C#CC)=O